CC(CC(CC(C)(C)C)(C)C)(C)OC1=CC(=CC=C1)C 3-methylphenyl 1,1,3,3,5,5-hexamethyl-hexyl ether